1-{4-[5-(3-Chloro-4-isobutyl-phenyl)-[1,2,4]oxadiazol-3-yl]-benzyl}-4-furan-2-ylmethyl-piperidine-4-carboxylic acid ClC=1C=C(C=CC1CC(C)C)C1=NC(=NO1)C1=CC=C(CN2CCC(CC2)(C(=O)O)CC=2OC=CC2)C=C1